2-Methyl-4-tert-butylphenol CC1=C(C=CC(=C1)C(C)(C)C)O